C(C)(C)N[C@H]1CNC[C@@H]1OC (3S,4S)-N-Isopropyl-4-methoxypyrrolidin-3-amine